[C@@H]1(CCCC2=CC=CC=C12)N (1S)-tetralin-1-amine